C(#C)C=1C(=CC=C2C=C(C=C(C12)[C@H]1CCC=2C(=NC(=NC2C1)OC[C@]1(N(C[C@@H](C1)F)C)C)N1CC(CCCC1)NC(C=C)=O)O)F N-(1-((S)-7-(8-ethynyl-7-fluoro-3-hydroxynaphthalen-1-yl)-2-(((2S,4R)-4-fluoro-1,2-dimethylpyrrolidin-2-yl)methoxy)-5,6,7,8-tetrahydroquinazolin-4-yl)azepan-3-yl)acrylamide